5-cyclobutylisoxazol-3-amine C1(CCC1)C1=CC(=NO1)N